BrC1=CC=C2C(=CNC2=C1C)S(=O)(=O)NC1=NC=C(C=C1F)Cl 6-bromo-N-(5-chloro-3-fluoropyridin-2-yl)-7-methyl-1H-indole-3-sulfonamide